1-methyl-4-[4-methyl-5-[2-(trifluoromethyl)phenyl]-4H-1,2,4-triazol-3-yl]-1H-indole CN1C=CC2=C(C=CC=C12)C1=NN=C(N1C)C1=C(C=CC=C1)C(F)(F)F